methyl 6-(trifluoromethyl)pyridazine-3-carboxylate FC(C1=CC=C(N=N1)C(=O)OC)(F)F